C(C)(C)(C)C=1C=C(N(N1)C)NC(NC=1SC(=CN1)CCC1=CC(=NC=C1)NC(C(C)OC)=O)=O N-[4-(2-{2-[3-(5-tert-Butyl-2-methyl-2H-pyrazol-3-yl)-ureido]-thiazol-5-yl}-ethyl)-pyridin-2-yl]-methoxy-propionamide